COC1=CC=C(C=C1)NC(=O)NC1=CC2=C(N=C(O2)CCC)C=C1 1-(4-methoxyphenyl)-3-(2-propylbenzo[d]oxazol-6-yl)urea